C(C1=CC=CC=C1)OC(N[C@H]1[C@@H](CCC1)O)=O.FC(O[C@H]1[C@@H](CCC1)NC(OCC1=CC=CC=C1)=O)F benzyl ((1R,2R)-2-(difluoromethoxy)cyclopentyl)carbamate Benzyl-N-[(1R,2R)-2-hydroxycyclopentyl]carbamate